tert-butyl (2S,3S)-3-[tert-butyl(dimethyl)silyl]oxy-2-[m-tolyl(2-oxoethyl)carbamoyl]pyrrolidine-1-carboxylate [Si](C)(C)(C(C)(C)C)O[C@@H]1[C@H](N(CC1)C(=O)OC(C)(C)C)C(N(CC=O)C=1C=C(C=CC1)C)=O